C(C)(=O)N1[C@H](CCC2=CC(=CC=C12)C1=CC=C(CNC(=O)C=2C=C3C(=NC(=NN3C2)C=2C=NC(=NC2)N)N2CCOCC2)C=C1)C (S)-N-(4-(1-Acetyl-2-methyl-1,2,3,4-tetrahydroquinolin-6-yl)benzyl)-2-(2-aminopyrimidin-5-yl)-4-morpholinopyrrolo[2,1-f][1,2,4]triazine-6-carboxamide